ClC=1N=CNC1Cl 4,5-dichloro-imidazol